C(C)C1=C(C(=NC(=C1)Br)C(=O)O[C@]1([C@@](CC[C@@H]1CC1=CC=C(C=C1)Cl)(C)CCl)CN1N=CN=C1)NC(CC#N)=O (1R,2S,5R)-5-(4-chlorobenzyl)-2-chloromethyl-2-methyl-1-(1H-1,2,4-triazol-1-ylmethyl)cyclopentanol Ethyl-6-bromo-3-(2-cyanoacetamido)picolinate